C(C(=C)C)(=O)OCCCCCCCCCCC=C(C(=O)O)CS(=O)(=O)C1=CC=C(C)C=C1 (10-methacryloyloxydecyl)2-(toluene-4-sulfonylmethyl)-acrylic acid